C(CCCC)C=1C=CC=CC1 5-pentyl-benzene